1-(3-(3-(1H-pyrazol-4-yl)quinoxaline-6-carbonyl)-2,4-difluorophenyl)-3-(4-fluorophenyl)urea N1N=CC(=C1)C=1C=NC2=CC=C(C=C2N1)C(=O)C=1C(=C(C=CC1F)NC(=O)NC1=CC=C(C=C1)F)F